FC(OC=1C=C(C=CC1)C1=NN(C=2C1=NC=C(C2)C(=O)NC2(CCOCC2)C(C)O)C(C)C)F 3-(3-(difluoromethoxy)phenyl)-N-(4-(1-hydroxyethyl)tetrahydro-2H-pyran-4-yl)-1-isopropyl-1H-pyrazolo[4,3-b]pyridine-6-carboxamide